C(C1=CC=CC=C1)OC1=CC=C(C=N1)[C@@H]1O[C@@H](CN(C1)C=1N=C(C2=C(N1)N=C(S2)N(C)C)C2=C(C=C(C=C2)F)F)C 5-((2S,6R)-2-(6-(benzyloxy)pyridin-3-yl)-6-methylmorpholino)-7-(2,4-difluorophenyl)-N,N-dimethylthiazolo[4,5-d]pyrimidin-2-amine